Ethyl ((((1S,4R)-4-(2-amino-6-methoxy-9H-purin-9-yl)cyclopent-2-en-1-yl)methoxy)(naphthalen-1-yloxy)phosphoryl)-L-alaninate NC1=NC(=C2N=CN(C2=N1)[C@H]1C=C[C@H](C1)COP(=O)(OC1=CC=CC2=CC=CC=C12)N[C@@H](C)C(=O)OCC)OC